2-methoxy-N-methyl-acetamide COCC(=O)NC